2,3,4,5,10,11-hexahydro-1H-pyrido[3',4':3,4]pyrazolo[1,5-a][1,4]diazepin-8(9H)-one C1C=2N(CCCN1)N=C1C2CCNC1=O